OCC1=CC=C(C=N1)OCCCC#N 4-((6-(hydroxymethyl)pyridin-3-yl)oxy)butyronitrile